Methyl 6-(2-bromo-4-(trifluoromethyl) phenyl)-3,5-difluoropicolinate BrC1=C(C=CC(=C1)C(F)(F)F)C1=C(C=C(C(=N1)C(=O)OC)F)F